6-amino-3H-quinazolin-4-one NC=1C=C2C(NC=NC2=CC1)=O